N-(6-Chloro-1H-imidazo[4,5-c]pyridin-2-yl)-5-(4-fluorophenyl)-1,3,4-oxadiazol-2-amine ClC1=CC2=C(C=N1)N=C(N2)NC=2OC(=NN2)C2=CC=C(C=C2)F